COC1=NC=CC(=C1)N1CC2CCC(C1)C2NC2=NN1C(C(=CC=C1OCC(F)(F)F)C)=N2 N-((8endo)-3-(2-methoxypyridin-4-yl)-3-azabicyclo[3.2.1]octan-8-yl)-8-methyl-5-(2,2,2-trifluoroethoxy)-[1,2,4]triazolo[1,5-a]pyridin-2-amine